BrC1=C(C(F)(F)F)C=CC=C1 bromotrifluorotoluene